N-(1-(1-(4-(trifluoromethyl)phenyl)-piperidin-4-yl)-1H-indol-5-yl)-acrylamide FC(C1=CC=C(C=C1)N1CCC(CC1)N1C=CC2=CC(=CC=C12)NC(C=C)=O)(F)F